NC1=CC=C(C=C1)N1C(C(=CC2=CC=C(C=C12)C(F)F)C(=O)[O-])=O 1-(4-aminophenyl)-2-oxo-7-(difluoromethyl)-1,2-dihydroquinoline-3-carboxylate